(+)-(R)-2-amino-3-(3-(2-ethylcyclohexyl)-5-fluorobenzamido)propanoic acid N[C@@H](C(=O)O)CNC(C1=CC(=CC(=C1)F)C1C(CCCC1)CC)=O